OC1CC(C1)OC1=C2C(=NC=C1)N(N=C2CNC(C=C)=O)C2=CC=C(C=C2)OC(F)(F)F N-[[4-(3-hydroxycyclobutoxy)-1-[4-(trifluoromethoxy)phenyl]pyrazolo[3,4-b]pyridin-3-yl]methyl]prop-2-enamide